(R,R or S,S)-5-chloro-6-(3-fluoro-1-methylpiperidin-4-yl)-1H-indazole ClC=1C=C2C=NNC2=CC1[C@@H]1[C@H](CN(CC1)C)F |o1:10|